[Si](C1=CC=CC=C1)(C1=CC=CC=C1)(C(C)(C)C)OC[C@@H]1C=CCCCN1C(=O)OC(C)(C)C tert-butyl (S)-7-(((tert-butyldiphenylsilyl)oxy)methyl)-2,3,4,7-tetrahydro-1H-azepine-1-carboxylate